O1CCN(CC1)C1=C2C(=NC(=C1)N1N=C(C=C1)C=1C=C(C=CC1)C)C=C(O2)CP(OCC)(OCC)=O diethyl ((7-morpholino-5-(3-(m-tolyl)-1H-pyrazol-1-yl)furo[3,2-b]pyridin-2-yl)methyl)phosphonate